3-(4-methoxyphenyl)isoxazol-5-amine COC1=CC=C(C=C1)C1=NOC(=C1)N